5-((1R,5S)-1-(2,5-difluorophenyl)-2-azabicyclo[3.1.0]-hexan-2-yl)-3-nitropyrazolo[1,5-a]pyrimidine FC1=C(C=C(C=C1)F)[C@@]12N(CC[C@H]2C1)C1=NC=2N(C=C1)N=CC2[N+](=O)[O-]